CN1C(=CC=C1CN1CCN(CC1)C)C=O (1-methyl-5-((4-methylpiperazin-1-yl)methyl)-1H-pyrrol-2-yl)methanone